1-[(2,2-Dimethylpropanoyl)oxy]propyl (3R)-3-{[5-(2-chloro-5-cyanophenyl)-1H-indazol-3-yl]carbamoyl}-piperidine-1-carboxylate ClC1=C(C=C(C=C1)C#N)C=1C=C2C(=NNC2=CC1)NC(=O)[C@H]1CN(CCC1)C(=O)OC(CC)OC(C(C)(C)C)=O